dimethylaminoacetyl-benzene tert-butyl-(S)-3-(4-(2-((((9H-fluoren-9-yl)methoxy)carbonyl)amino)-3-(allyloxy)-3-oxopropyl)phenyl)bicyclo[1.1.1]pentane-1-carboxylate C(C)(C)(C)OC(=O)C12CC(C1)(C2)C2=CC=C(C=C2)C[C@@H](C(=O)OCC=C)NC(=O)OCC2C1=CC=CC=C1C=1C=CC=CC21.CN(C)CC(=O)C2=CC=CC=C2